((3-hydroxypropyl)azanediyl)bis(hexane-6,1-diyl) (2E,2'E)-bis(3-butylundec-2-enoate) C(CCC)\C(=C/C(=O)OCCCCCCN(CCCCCCOC(C=C(CCCCCCCC)CCCC)=O)CCCO)\CCCCCCCC